3-(3-oxabicyclo[3.1.0]hexan-6-yl)-7-(1,2-dihydroxyethyl)-6-(2-fluorobenzyl)-3,6-dihydro-4H-pyrazolo[4,3-d][1,2,3]triazin-4-one C12COCC2C1N1N=NC=2C(C1=O)=NN(C2C(CO)O)CC2=C(C=CC=C2)F